trimethyl-trivinyl-cyclotrisilazane C[SiH]1N([SiH](N([SiH](N1C=C)C)C=C)C)C=C